CNC=1N=CC2=C(N1)N1C(C(=C2)OC2=CC=C(C=C2)NC(=O)C2=NC=CC(=C2)C(F)(F)F)=NCC1 N-(4-((2-(methylamino)-8,9-dihydroimidazo[1',2':1,6]pyrido[2,3-d]pyrimidin-6-yl)oxy)phenyl)-4-(trifluoromethyl)pyridineamide